(S)-2-(4,5-Dibromofuran-2-carboxamido)-N1-(1-(2-(2-adamantylamino)-2-oxoethyl)-2-oxo-1,2-dihydropyridin-3-yl)-N6-methyl-5-oxohexandiamid BrC=1C=C(OC1Br)C(=O)N[C@H](C(=O)NC=1C(N(C=CC1)CC(=O)NC1C2CC3CC(CC1C3)C2)=O)CCC(C(=O)NC)=O